1-benzyl 4-methyl piperidine-1,4-dicarboxylate N1(CCC(CC1)C(=O)OC)C(=O)OCC1=CC=CC=C1